(2S,5R)-5-[4-(4-fluorophenyl)phenyl]-1H-pyrrole-2-carboxylic acid methyl ester hydrochloride Cl.COC(=O)C=1NC(=CC1)C1=CC=C(C=C1)C1=CC=C(C=C1)F